4,N-dimethyl-p-toluidine CC1(CC=C(NC)C=C1)C